CC1NCC(NC1C=1C=NNC1)C 2,5-dimethyl-3-(1H-pyrazol-4-yl)piperazine